Cl.Cl.C1(CC1)C1=NC(=NO1)C=1C=C2CC[C@H](C2=CC1)N (1R)-5-(5-cyclopropyl-1,2,4-oxadiazol-3-yl)-2,3-dihydro-1H-inden-1-amine dihydrochloride